C(C)OC(=O)C=1N(C2=CC=CC=C2C1C)C 1,3-dimethyl-1H-indole-2-carboxylic acid ethyl ester